5-(4-fluorophenyl)-2,3-dimethyl-7-(4-(trifluoromethoxy)phenyl)pyrido[2,3-d]pyridazin-8(7H)-one FC1=CC=C(C=C1)C=1C2=C(C(N(N1)C1=CC=C(C=C1)OC(F)(F)F)=O)N=C(C(=C2)C)C